2,4-dihydroxy-N-[2-(4-hydroxyphenyl)-ethyl]-4-methoxy-benzoic acid amide OC1=C(C(=O)NCCC2=CC=C(C=C2)O)C=CC(C1)(OC)O